4-[6-(9H-carbazole-9-yl)-2-naphthoxy]benzonitrile C1=CC=CC=2C3=CC=CC=C3N(C12)C=1C=C2C=CC(=CC2=CC1)OC1=CC=C(C#N)C=C1